4-(cyclopropylmethyl)piperidine-4-carboxylic acid C1(CC1)CC1(CCNCC1)C(=O)O